2,3,6-trimethylcyclohexan-1-one CC1C(C(CCC1C)C)=O